ClC1=C(C(=CC=C1)OC1=NC=C(C=N1)Cl)C1=CC(=NO1)C(F)F 5-[2-chloro-6-(5-chloropyrimidin-2-yl)oxy-phenyl]-3-(difluoromethyl)isoxazole